C(C1=CC=CC=C1)OC(=O)NC1(CC1)C1=NC=2N(C(=C1)Cl)N=C(C2)[C@H]2N(CCCC2)C(=O)OC(C)(C)C tert-butyl (2S)-2-[5-(1-{[(benzyloxy)carbonyl]amino}cyclopropyl)-7-chloropyrazolo[1,5-a]pyrimidin-2-yl]piperidine-1-carboxylate